6-cyano-5-(3,5-difluorophenyl)-N-(1-phenylpiperidin-4-yl)pyridine-3-carboxamide C(#N)C1=C(C=C(C=N1)C(=O)NC1CCN(CC1)C1=CC=CC=C1)C1=CC(=CC(=C1)F)F